CC(CN1N=CC(=C1)C1=CC2=NC=CC(=C2O1)C1=CC(=CC=C1)S(=O)(=O)C)(C)O 2-methyl-1-(4-(7-(3-(methylsulfonyl)phenyl)furo[3,2-b]pyridin-2-yl)-1H-pyrazol-1-yl)propan-2-ol